N-(2-{4-[(1S)-1-(2H-1,3-benzodioxol-5-yl)ethyl]piperazin-1-yl}pyrimidin-5-yl)acetamide, mono-hydrochloride Cl.O1COC2=C1C=CC(=C2)[C@H](C)N2CCN(CC2)C2=NC=C(C=N2)NC(C)=O